1-(7-(4-Chloro-2-(4-(2-(pyrrolidin-1-yl)ethoxy)phenyl)-1H-pyrrolo[2,3-b]pyridin-3-yl)-3,4-dihydrochinolin-1(2H)-yl)prop-2-en-1-on ClC1=C2C(=NC=C1)NC(=C2C2=CC=C1CCCN(C1=C2)C(C=C)=O)C2=CC=C(C=C2)OCCN2CCCC2